COC1=C(C=CC(=C1)C(=O)NS(=O)(=O)C1=C(C=CC=C1)C)CC1=CN(C2=CC=C(C=C12)NC(OC1CCCC1)=O)C [3-[[2-methoxy-4-[[[(2-methylphenyl)sulfonyl]amino]carbonyl]phenyl]methyl]-1-methyl-1H-indol-5-yl]-carbamic acid, cyclopentyl ester